6,7-dibromo-2-chloro-4-(methylsulfanyl)furo[3,2-d]pyrimidine BrC1=C(C=2N=C(N=C(C2O1)SC)Cl)Br